perfluorophenyl 2-(2-hydroxy-[1,1'-biphenyl]-4-yl)acetate OC1=C(C=CC(=C1)CC(=O)OC1=C(C(=C(C(=C1F)F)F)F)F)C1=CC=CC=C1